1-(4-(2-oxo-2-(4-(piperidin-4-yloxy)piperidin-1-yl)ethoxy)phenyl)dihydropyrimidine-2,4(1H,3H)-dione O=C(COC1=CC=C(C=C1)N1C(NC(CC1)=O)=O)N1CCC(CC1)OC1CCNCC1